C(C)(C)(C)OC(=O)N1CC([C@H]([C@H](C1)F)O)(C)C |r| cis-rac-5-fluoro-4-hydroxy-3,3-dimethylpiperidine-1-carboxylic acid tert-butyl ester